BrC1=CC=CC=2C=3C(CN(C3C=CC21)C(NC2=CC=C(C=C2)OC)=N)C 6-Bromo-N-(4-methoxyphenyl)-1-methyl-1,2-dihydro-3H-benzo[e]indole-3-carboximidamide